CS(=O)(=O)C1=CC=C(OC2=CC=C(OC3CN(C3)C=3C(=C(C(=O)O)C=CC3)N3C=CC=C3)C=C2)C=C1 3-(3-(4-(4-(methylsulfonyl)phenoxy)phenoxy)azetidin-1-yl)-2-(1H-pyrrol-1-yl)benzoic acid